FC1=CC=C(C(=O)NCCC2=CC=CC=C2)C=C1 4-fluoro-N-phenethylbenzamide